6-bis-hydroxymethyl-4-methylphenol OC(C1=CC(=CC=C1O)C)O